1-(2-bromothiophen-3-yl)ethan-1-one BrC=1SC=CC1C(C)=O